BrCC1=CC=C(C=C1)N=NC1=CC=C(C=C1)CBr 4,4'-dibromomethyl-azobenzene